tert-Butyl 4-(3-methylsulfanyl-[1,2,4]triazolo[4,3-b]pyridazin-6-yl)piperazine-1-carboxylate CSC1=NN=C2N1N=C(C=C2)N2CCN(CC2)C(=O)OC(C)(C)C